4-Cyclopropoxy-2-[4-(4-ethoxy-1-methyl-6-oxo-1,6-dihydro-pyridin-3-yl)-pyrazol-1-yl]-benzoic acid C1(CC1)OC1=CC(=C(C(=O)O)C=C1)N1N=CC(=C1)C1=CN(C(C=C1OCC)=O)C